bromo-5''-methyl-2'',3''-dihydrodispiro[[1,3]dioxolane-2,1'-cyclohexane-4',1''-indene]-3''-ol BrC1C2(C3=CC=C(C=C3C1O)C)CCC1(CC2)OCCO1